methyl 2-(4-(((5-(4-fluorophenyl)-1,3,4-thiadiazol-2-yl)methyl)thio)-2-methylphenoxy)acetate FC1=CC=C(C=C1)C1=NN=C(S1)CSC1=CC(=C(OCC(=O)OC)C=C1)C